C(C)N1OC[C@@H](C1=O)NC(C1=C(C=CC=C1)C)=O N-[(4S)-2-ethyl-3-oxo-1,2-oxazolidin-4-yl]-2-methylbenzamide